1-(4-fluorophenethyl)-1H-pyrrole-2,5-dione FC1=CC=C(CCN2C(C=CC2=O)=O)C=C1